2-(8-(ethyl)-5-oxothieno[3',2':4,5]pyrrolo[1,2-d][1,2,4]triazin-6(5H)-yl)acetic acid ethyl ester C(C)OC(CN1N=C(N2C(C1=O)=CC1=C2SC=C1)CC)=O